IC[C@H](C(=O)OC)C methyl (2S)-3-iodo-2-methyl-propanoate